(S)-1-(2-(4-(2-amino-3-methylbutyryl)piperazin-1-yl)quinolin-6-yl)-3-(2-(diethylamino)ethyl)thiourea N[C@H](C(=O)N1CCN(CC1)C1=NC2=CC=C(C=C2C=C1)NC(=S)NCCN(CC)CC)C(C)C